C1(CC1)NCC=1NC2=CC(=CC=C2C1)CNC(=O)C=1N=C2N(C(C1)=O)C=CC=C2 N-[[2-[(cyclopropyl-amino)methyl]-1H-indol-6-yl]methyl]-4-oxo-pyrido[1,2-a]pyrimidine-2-carboxamide